C1(=CC=CC=C1)N(C1=CC=C(C=C1)C(C#N)(C)C)C1=CC=CC=C1 2-(4-(diphenylamino)phenyl)-2-methylpropanenitrile